pyrrolidine-3-carboxamidine hydrochloride Cl.N1CC(CC1)C(=N)N